BrC1=C(C=CC(=C1)OC)C1(CCC1)O 1-(2-bromo-4-methoxyphenyl)cyclobutan-1-ol